COC1=C(C=C2C=NN(C2=C1)C)C1=CC(=NC=C1C(=O)OC)C methyl 4-(6-methoxy-1-methyl-1H-indazol-5-yl)-6-methylnicotinate